(S)-3-Methyl-3-(5-(3-((4-(trifluoromethyl)phenyl)amino)pyridin-2-yl)-1,3,4-thiadiazol-2-yl)pyrrolidin-2-one C[C@]1(C(NCC1)=O)C=1SC(=NN1)C1=NC=CC=C1NC1=CC=C(C=C1)C(F)(F)F